NC1=C(C=CC(=C1)Br)N[C@@H](CCC(=O)OC(C)(C)C)C(=O)OC(C)(C)C di-tert-butyl (2-amino-4-bromophenyl)-L-glutamate